N,N-dimethyl-dithio-carbamate copper [Cu+2].CN(C([S-])=S)C.CN(C([S-])=S)C